(5-methyl-2-(2H-1,2,3-triazol-2-yl)phenyl)(2-((2-methylbenzo[d]thiazol-6-yl)methyl)tetrahydropyridazin-1(2H)-yl)methanone CC=1C=CC(=C(C1)C(=O)N1N(CCCC1)CC1=CC2=C(N=C(S2)C)C=C1)N1N=CC=N1